N1=C(C=CC=C1)SC=1C=C2CCCC(C2=CC1)CNC=1C=NC=CC1C(=O)O 3-({[6-(pyridin-2-ylsulfanyl)-1,2,3,4-tetrahydronaphthalen-1-yl]methyl}amino)pyridine-4-carboxylic acid